phenyl 8-phenyloctanoate C1(=CC=CC=C1)CCCCCCCC(=O)OC1=CC=CC=C1